5-((4-(dimethylamino)cyclohexyl)oxy)-6-methoxyquinazolin-4-amine CN(C1CCC(CC1)OC1=C2C(=NC=NC2=CC=C1OC)N)C